FC1=C(C=C(C(=C1O)F)F)C1=NC(=NO1)C(=O)N1CCN(CC1)C1=C(C#N)C=CC=C1 2-(4-(5-(2,4,5-trifluoro-3-hydroxyphenyl)-1,2,4-oxadiazole-3-carbonyl)piperazin-1-yl)benzonitrile